2-(4-((5-(benzyloxy)-2-(4-methoxyphenyl)-3-methyl-1H-indol-1-yl)methyl)phenyl)-N-(2,2,2-trifluoroethyl)acetamide C(C1=CC=CC=C1)OC=1C=C2C(=C(N(C2=CC1)CC1=CC=C(C=C1)CC(=O)NCC(F)(F)F)C1=CC=C(C=C1)OC)C